COC(C1=CC(=NC(=C1)OC=1C=NC(=NC1)SC)C1=CC(=CC(=C1)Cl)Cl)=O 2-(3,5-dichlorophenyl)-6-((2-(methylthio)pyrimidin-5-yl)oxy)isonicotinic acid methyl ester